(2S,4R)-1-[(2R)-2-[3-(2,7-diazaspiro[3.5]nonan-2-yl)isoxazol-5-yl]-3-methyl-butanoyl]-N-[(1S)-1-[4-(2,6-difluorophenyl)phenyl]ethyl]-4-hydroxy-pyrrolidine-2-carboxamide C1N(CC12CCNCC2)C2=NOC(=C2)[C@H](C(=O)N2[C@@H](C[C@H](C2)O)C(=O)N[C@@H](C)C2=CC=C(C=C2)C2=C(C=CC=C2F)F)C(C)C